FC(C(C(C(S(=O)(=O)[O-])(F)F)(F)F)(F)F)(S(=O)(=O)[O-])F.[K+].[K+] potassium perfluorobutanedisulfonate